3-Cyclohexyl-N-[2-fluoro-5-({4-[(4-fluorophenyl)methoxy]-2-methylphenyl}amino)phenyl]propanamide C1(CCCCC1)CCC(=O)NC1=C(C=CC(=C1)NC1=C(C=C(C=C1)OCC1=CC=C(C=C1)F)C)F